3-sulfanylacrylic acid SC=CC(=O)O